C1(=CC=CC=C1)C1CCC(CC1)N1C(NC(C(=C1)CC1=CC(=CC=C1)C(F)(F)F)=O)=O (4-Phenylcyclohexyl)-5-(3-trifluoromethylbenzyl)-1H-pyrimidine-2,4-dione